tert-Butyl 7-[[5-(trifluoromethyl)pyrazin-2-yl]methyl]-2-azaspiro[3.5]nonane-2-carboxylate FC(C=1N=CC(=NC1)CC1CCC2(CN(C2)C(=O)OC(C)(C)C)CC1)(F)F